(1-imino-1-oxido-1λ6-thiomorpholino)(7-methoxyquinolin-4-yl)methanone N=S1(CCN(CC1)C(=O)C1=CC=NC2=CC(=CC=C12)OC)=O